OC1CC(C1)C(=O)OC methyl 3-hydroxycyclobutanoate